FC1(CC2(CC(C2)C2=NC(=NC3=C2N=C(N(C3=O)C)C)N3C[C@H](OCC3)C=3C=NN(C3)C)C1)F 8-{6,6-difluorospiro[3.3]heptan-2-yl}-2,3-dimethyl-6-[(2R)-2-(1-methyl-1H-pyrazol-4-yl)morpholin-4-yl]-3H,4H-pyrimido[5,4-d][1,3]diazin-4-one